C1(=CC=CC=C1)CCCNCCC N-(3-phenylpropyl)-N-propylamine